2-{1-[(2-Amino-9H-purin-6-yl)amino]ethyl}-3-(3,5-difluorophenyl)-6-ethyl-4H-pyrido[1,2-a]pyrimidin-4-one Trifluoroacetic Acid Salt FC(C(=O)O)(F)F.NC1=NC(=C2N=CNC2=N1)NC(C)C=1N=C2N(C(C1C1=CC(=CC(=C1)F)F)=O)C(=CC=C2)CC